NC1=C(C=C(C=C1Br)F)CCC 1-(2-amino-3-bromo-5-fluoro-phenyl)propan